3-methyl-1-vinylimidazolium chloride [Cl-].C[N+]1=CN(C=C1)C=C